BrC=1C=C2C=CC(=CC2=CC1)NC=1N=NNC1C(=O)O 4-((6-bromonaphthalen-2-yl)amino)-1H-1,2,3-triazole-5-carboxylic acid